Potassium 2-(4-bromo-2-fluorophenyl)-7-cyclopropyl-3-methyl-3H-imidazo[4,5-b]pyridine-5-carboxylate BrC1=CC(=C(C=C1)C1=NC=2C(=NC(=CC2C2CC2)C(=O)[O-])N1C)F.[K+]